tert-butyl N-[5-[[2-[(2S,5R)-2-isopropyl-5-methyl-1-piperidyl]-2-oxo-acetyl]amino]-3-methyl-2-pyridyl]carbamate C(C)(C)[C@H]1N(C[C@@H](CC1)C)C(C(=O)NC=1C=C(C(=NC1)NC(OC(C)(C)C)=O)C)=O